3-[6-(4-Fluorophenyl)hexan-2-yl]-6,6,9-trimethyl-7,8,9,10-tetrahydrobenzo[c]chromen-1-ol FC1=CC=C(C=C1)CCCCC(C)C=1C=C(C=2C3=C(C(OC2C1)(C)C)CCC(C3)C)O